OC1=C2C=CC(OC2=CC=C1\C=N\C1=CC=C(C=C1)NS(=O)(=O)C1=CC=CC=C1)(C)C (E)-N-(4-(((5-hydroxy-2,2-dimethyl-2H-chromen-6-yl)methylene)amino)phenyl)benzenesulfonamide